3-phenyl-1,2,4-dithiazolin-5-one C1(=CC=CC=C1)C=1SSC(N1)=O